COC=1C=C(C=CC1OC)C=1NC2=CC=C(C=C2C1C(C)C)C1CCN(CC1)C(CN1CC(CCC1)C(=O)O)=O 1-(2-(4-(2-(3,4-dimethoxyphenyl)-3-isopropyl-1H-indol-5-yl)piperidin-1-yl)-2-oxoethyl)piperidine-3-carboxylic acid